NC=1C(=C(C=C2C=C(N=CC12)NC1=NN2CC(N(CCC2=C1)C)=O)C=1C(=C2C(=NC1)OCCC2)C)F 2-((8-amino-7-fluoro-6-(5-methyl-3,4-dihydro-2H-pyrano[2,3-b]pyridin-6-yl)isoquinolin-3-yl)amino)-6-methyl-5,6-dihydro-4H-pyrazolo[1,5-d][1,4]diazepin-7(8H)-one